CN([C@H]1[C@@H](CCCC1)OC=1C=C2CN(C(C2=CC1)=O)C1C(NC(CC1)=O)=O)C 3-(5-(((1R,2R)-2-(dimethylamino)cyclohexyl)oxy)-1-oxoisoindolin-2-yl)piperidine-2,6-dione